(R)-3-((2,3-dihydro-1H-inden-4-yl)oxy)-N-methyl-3-(thien-2-yl)propan-1-amine C1CCC2=C(C=CC=C12)O[C@H](CCNC)C=1SC=CC1